C1=C(C=CC2=CC=CC=C12)OC(C(=O)O)=C 2-(naphthalen-2-yloxy)acrylic acid